2-(1,2,3,6-tetrahydro-[1,1'-biphenyl]-4-yl)-5,6-dihydro-4H-pyrrolo[3,4-d]thiazole C1(CCC(=CC1)C=1SC2=C(N1)CNC2)C2=CC=CC=C2